decannitrile C(CCCCCCCCC)#N